C(C)(C)[C@H]1N(C(OC1)=O)C([C@H](CCC=C)C)=O (R)-4-isopropyl-3-((S)-2-methyl-5-hexenoyl)oxazolidin-2-one